ClC=1C(=C2C=CNC2=C(C1)CC(CO)NC(OC(C)(C)C)=O)F tert-butyl (1-(5-chloro-4-fluoro-1H-indol-7-yl)-3-hydroxypropan-2-yl)carbamate